P(=O)(OC[C@H](COC(CCCCCCC\C=C/CCCCCCCC)=O)O)(OC[C@H](COC(CCCCCCC\C=C/CCCCCCCC)=O)O)[O-].[NH4+] ammonium bis((S)-2-hydroxy-3-(oleoyloxy) propyl) phosphate